(S)-3-(2-(3-(4-methoxy-3-(1H-pyrazol-5-yl)phenyl)azetidin-1-yl)-2-oxoethyl)pyrrolidine-1-carbonitrile COC1=C(C=C(C=C1)C1CN(C1)C(C[C@H]1CN(CC1)C#N)=O)C1=CC=NN1